3-(3-bromo-8-methyl-imidazo[1,2-a]pyridin-6-yl)-4-(4-fluorophenyl)-5,6-dihydro-1,2,4-oxadiazine BrC1=CN=C2N1C=C(C=C2C)C2=NOCCN2C2=CC=C(C=C2)F